methyl 3-fluoro-1H-indole-6-carboxylate FC1=CNC2=CC(=CC=C12)C(=O)OC